racemic-1,2-dimethylpiperazine CN1[C@@H](CNCC1)C |r|